vitamin C phthalate C(C=1C(C(=O)O)=CC=CC1)(=O)O.OC=1[C@H](OC(C1O)=O)[C@H](CO)O